O=C1N(C(C2=CC=CC=C12)=O)C[C@H](CC=1C=C2C(=CN1)N(N=C2)S(=O)(=O)C2=CC=CC=C2)NC(OC(C)(C)C)=O tert-butyl (S)-(1-(1,3-dioxoisoindolin-2-yl)-3-(1-(phenylsulfonyl)-1H-pyrazolo[3,4-c]pyridin-5-yl)propan-2-yl)carbamate